((2R,3S,4R,5R)-5-(4-((S)-2-amino-3-methylbutanamido)pyrrolo[2,1-f][1,2,4]triazin-7-yl)-5-cyano-3,4-dihydroxytetrahydrofuran-2-yl)methyl 2-phenylacetate C1(=CC=CC=C1)CC(=O)OC[C@H]1O[C@@]([C@@H]([C@@H]1O)O)(C#N)C1=CC=C2C(=NC=NN21)NC([C@H](C(C)C)N)=O